C(C=C)(=O)N1C[C@@H](N(CC1)C1=NC(N2C3=C(C(=C(C=C13)Cl)C1=C(C=C(C=C1F)F)F)SC[C@H]2CN2CCN(CC2)CC)=O)C (R)-7-((S)-4-acryloyl-2-methylpiperazin-1-yl)-9-chloro-3-((4-ethylpiperazin-1-yl)methyl)-10-(2,4,6-trifluorophenyl)-2H-[1,4]thiazino[2,3,4-ij]quinazolin-5(3H)-one